N-[(5R,6S)-5-[(2,3'-difluoro[1,1'-biphenyl]-3-yl)methyl]-4-oxo-3-(propan-2-yl)-3,4,5,6,7,8-hexahydroquinazolin-6-yl]ethanesulfonamide FC1=C(C=CC=C1C[C@@H]1C=2C(N(C=NC2CC[C@@H]1NS(=O)(=O)CC)C(C)C)=O)C1=CC(=CC=C1)F